5-[4-{[3-hydroxycyclobutyl]amino}-3-(trifluoromethyl)phenyl]-3,6-dihydro-2H-1,3,4-oxadiazin-2-one OC1CC(C1)NC1=C(C=C(C=C1)C1=NNC(OC1)=O)C(F)(F)F